bistrifluoromethane succinimide salt C1(CCC(N1)=O)=O.FC(F)F.FC(F)F